N-(3-chloro-5-methanesulfonamidophenyl)-4-{3-[(3,5-difluorophenyl)methoxy]-5-(3-hydroxy-1-methylazetidin-3-yl)pyridin-2-yl}-5-methylthiophene-2-carboxamide ClC=1C=C(C=C(C1)NS(=O)(=O)C)NC(=O)C=1SC(=C(C1)C1=NC=C(C=C1OCC1=CC(=CC(=C1)F)F)C1(CN(C1)C)O)C